C(C)(C)(C)OC(=O)N1CCC(CC1)OC1CCNCC1 4-(piperidin-4-yloxy)piperidine-1-carboxylic acid tert-butyl ester